COC=1C=C(C=CC1OC)C(C(C)(C)C)=O 1-(3,4-Dimethoxyphenyl)-2,2-dimethyl-1-propanone